Ethyl 2-(5-((2-(2-(2-(1,3-dioxoisoindolin-2-yl)ethoxy)ethoxy)ethyl)amino)-2-oxopyridin-1(2H)-yl)acetate hydrochloride Cl.O=C1N(C(C2=CC=CC=C12)=O)CCOCCOCCNC=1C=CC(N(C1)CC(=O)OCC)=O